O[C@@H](C(=O)O)CC(C)C |r| DL-α-hydroxy-isocaproic acid